FC=1C=C(C=C(C1)F)[C@@H]1N(OCC1)C1=CC(=NC=N1)NC=1C(=CC(=C(C1)NC(C=C)=O)N1[C@@H](CN(CC1)C)C)OC N-(5-((6-((R)-3-(3,5-difluorophenyl)isoxazolidine-2-yl)pyrimidine-4-yl)amino)-2-((R)-2,4-dimethylpiperazine-1-yl)-4-methoxyphenyl)acrylamide